(2S,5S)-5-[(S)-3-Methyl-2-(2-methyl-benzoylamino)-butyrylamino]-4-oxo-1,2,4,5,6,7-hexahydro-azepino[3,2,1-hi]indole-2-carboxylic acid (1H-[1,2,3]triazol-4-ylmethyl)-amide N1N=NC(=C1)CNC(=O)[C@H]1N2C3=C(C=CC=C3C1)CC[C@@H](C2=O)NC([C@H](C(C)C)NC(C2=C(C=CC=C2)C)=O)=O